3-(2,6-bis(benzyloxy)pyridin-3-yl)-7-(4-(5-((1r,4s)-4-(3-bromo-2-methylphenoxy)cyclohexyl)pentan-2-yl)piperazin-1-yl)-1-methyl-1H-indazole C(C1=CC=CC=C1)OC1=NC(=CC=C1C1=NN(C2=C(C=CC=C12)N1CCN(CC1)C(C)CCCC1CCC(CC1)OC1=C(C(=CC=C1)Br)C)C)OCC1=CC=CC=C1